N-butyl-N-methylpyridinium bis(trifluoromethanesulfonyl)imide salt [N-](S(=O)(=O)C(F)(F)F)S(=O)(=O)C(F)(F)F.C(CCC)[N+]1(CC=CC=C1)C